tert-butyl 3-(1-(((trifluoromethyl)sulfonyl)oxy)vinyl)piperidine-1-carboxylate FC(S(=O)(=O)OC(=C)C1CN(CCC1)C(=O)OC(C)(C)C)(F)F